N1=C(C=CC=C1)C(=O)OC\C=C(\CCC=C(C)C)/C (E)-3,7-dimethylocta-2,6-dien-1-yl picolinate